ClC1=C(C=2C(=NC=C(C2)C=2C=C3CCN=CC3=C(C2)[C@H]2NCCOC2)N1)CC 6-(2-chloro-3-ethyl-1H-pyrrolo[2,3-b]pyridin-5-yl)-8-((R)-morpholin-3-yl)-3,4-dihydro-isoquinolin